5-(8-(1-methyl-1H-pyrazol-3-yl)imidazo[1,2-b]pyridazin-6-yl)pyrimidine-2,4(1H,3H)-dione CN1N=C(C=C1)C=1C=2N(N=C(C1)C=1C(NC(NC1)=O)=O)C=CN2